CN1CCN(CC1)CC(C(=O)OCC)C1=CC=CC=C1 ethyl 3-(4-methylpiperazin-1-yl)-2-phenylpropanoate